O1CCOC12CCN(CC2)[C@@H]2[C@H](CCC2)OC=2C=C1CN(C(C1=CC2)=O)C2C(NC(CC2)=O)=O 3-(5-(((1S,2S)-2-(1,4-dioxa-8-azaspiro[4.5]decan-8-yl)cyclopentyl)oxy)-1-oxoisoindolin-2-yl)piperidine-2,6-dione